C(C)(=O)OCCCCCCCC=C 8-Nonenyl Acetate